(S)-N'-((2,2-difluoro-1,2,3,5,6,7-hexahydro-s-indacen-4-yl)carbamoyl)-2,2-dimethyl-2,3-dihydropyrazolo[5,1-b]oxazole-7-sulfonimidamide FC1(CC2=CC=3CCCC3C(=C2C1)NC(=O)N=[S@@](=O)(N)C=1C=NN2C1OC(C2)(C)C)F